C1(=CC=CC=C1)[Se]C(=CS(=O)(=O)C1=CC=C(C)C=C1)CC1=CC=CC=C1 phenyl-(3-phenyl-1-tosylprop-1-en-2-yl)selane